CCCCCCCCCCCCCCCC[N+]1C=CC=CC=1.O.[Cl-] CETYLPYRIDINIUM CHLORIDE HYDRATE